N1CC(C1)CCC1CCN(CC1)C(=O)OC(C)(C)C tert-butyl 4-[2-(azetidin-3-yl)ethyl]piperidine-1-carboxylate